ClC1=CC(=NC=C1)C(CO)(F)F 2-(4-chloropyridin-2-yl)-2,2-difluoroethan-1-ol